CN1C(=NC(=C1C(C(=O)NC1=CC=C(C=C1)N1CCN(CC1)C1=NC=C(C=N1)F)=O)C1=CC=CC=C1)C (1,2-dimethyl-4-phenyl-1H-imidazol-5-yl)-N-(4-(4-(5-fluoropyrimidin-2-yl)piperazin-1-yl)phenyl)-2-oxoacetamide